(7R)-2-(2-aminopyrimidin-4-yl)-3-[(3-chloro-2-methoxyphenyl)amino]-7-[(2S)-1,4-dioxan-2-ylmethyl]-1h,5h,6h,7h-pyrrolo[3,2-c]pyridin-4-one NC1=NC=CC(=N1)C1=C(C=2C(NC[C@H](C2N1)C[C@@H]1OCCOC1)=O)NC1=C(C(=CC=C1)Cl)OC